C(C)OC(CCN1CCNCC1)OCC 1-(3,3-diethoxypropyl)piperazine